O[C@@H](C(=O)N1[C@@H](C[C@H](C1)C1=CC=CC=C1)C(=O)N[C@@H](C[C@H]1C(NCC1)=O)C(COC(F)(F)F)=O)CC(C)C (2S,4S)-1-((R)-2-hydroxy-4-methylpentanoyl)-N-((S)-3-oxo-1-((S)-2-oxopyrrolidin-3-yl)-4-(trifluoromethoxy)butan-2-yl)-4-phenylpyrrolidine-2-carboxamide